7-(4-(dimethylcarbamoyl)phenyl)-3-methylimidazo[1,5-a]pyridine-1-carboxylic acid hydrochloride Cl.CN(C(=O)C1=CC=C(C=C1)C1=CC=2N(C=C1)C(=NC2C(=O)O)C)C